I\C=C(\[C@@H]([C@H](C=C)C)OC(C[C@H](CC[C@@]([C@H](C=C)O)(C)O)O[Si](C)(C)C(C)(C)C)=O)/C (3R,6R,7S)-(3S,4S,E)-1-iodo-2,4-dimethylhexa-1,5-dien-3-yl-3-((tert-butyldimethyl-silyl) oxy)-6,7-dihydroxy-6-methylnon-8-enoate